[O-]S(=O)(=O)C(F)(F)F.C(C)(C)(C)C1=CC=C(C=C1)[S+](C1=CC=C(C=C1)C(C)(C)C)C1=CC=C(C=C1)C(C)(C)C tri(4-tert-butylphenyl)sulfonium triflate